ClC1=NC=C(C=N1)C1=C(C=CC=C1)F 2-chloro-5-(2-fluorophenyl)pyrimidine